(7E)-8,12-dimethyl-4-methylenetridec-7,11-dienol C\C(=C/CCC(CCCO)=C)\CCC=C(C)C